2-[4-[4-[[(3RS)-2,6-dioxo-3-piperidinyl]amino]phenyl]cyclohexyl]acetic acid O=C1NC(CC[C@H]1NC1=CC=C(C=C1)C1CCC(CC1)CC(=O)O)=O |r|